N-(2-morpholinoethyl)-2-(5-(3-(pyrazin-2-yl)phenyl)thiophen-2-yl)acetamide O1CCN(CC1)CCNC(CC=1SC(=CC1)C1=CC(=CC=C1)C1=NC=CN=C1)=O